(S) or (R)-Fmoc-pyroglutamic acid chloride C(=O)(OCC1C2=CC=CC=C2C2=CC=CC=C12)N1[C@@H](CCC1=O)C(=O)Cl |o1:18|